CC(CC(=O)OCCCCCCCCC=CCCCCCCCC)C 9-Octadecenyl 3-methylbutanoate